COC=1C=C(C=CC1OC)C=1NC2=CC=C(C=C2C1C(C)C)OCC(=O)N(C1CNCCC1)C 2-((2-(3,4-Dimethoxyphenyl)-3-isopropyl-1H-indol-5-yl)oxy)-N-methyl-N-(piperidin-3-yl)acetamid